2,3,5,6-tetrakis(amino)p-benzoquinone NC=1C(C(=C(C(C1N)=O)N)N)=O